FC1=C(C=CC=C1CN1C(OC2=C(C1)C=CC(=C2)O)=O)NC(OC(C)(C)C)=O tert-butyl (2-fluoro-3-((7-hydroxy-2-oxo-2H-benzo[e][1,3]oxazin-3(4H)-yl)methyl)phenyl)carbamate